2-(3-methoxyphenyl)-N-(2-(4-methylpiperazin-1-yl)ethyl)-5-(2-nitrophenyl)Oxazole-4-carboxylic acid amide COC=1C=C(C=CC1)C=1OC(=C(N1)C(=O)NCCN1CCN(CC1)C)C1=C(C=CC=C1)[N+](=O)[O-]